C1=C(C=CC=2SC3=C(C21)C=CC=C3)C(C#N)CC3CC(CC3)=O 2-(dibenzo[b,d]thiophen-2-yl)-3-(3-oxocyclopentyl)propionitrile